C1(=CC=CC=C1)OC(NC1=CC=C(C=C1)N1C=NC2=C1C=CC(=C2)OCCOCC#C)=O {4-[5-(2-prop-2-ynyloxy-ethoxy)-benzoimidazol-1-yl]-phenyl}-carbamic acid phenyl ester